4-nitrophenyl eicosa5,8,11,14,17-pentaenoate C(CCCC=CCC=CCC=CCC=CCC=CCC)(=O)OC1=CC=C(C=C1)[N+](=O)[O-]